Cl.[C@H]12CC(C[C@H](CC1)N2)N(C=2SC=1N=C(SC1N2)C=2N=NC(=CC2)C=2C=NNC2)C N-[(1R,3s,5S)-8-Azabicyclo[3.2.1]octan-3-yl]-N-methyl-5-[6-(1H-pyrazol-4-yl)pyridazin-3-yl][1,3]thiazolo[5,4-d][1,3]thiazol-2-amin Hydrochlorid